4-(trifluoromethyl)-1H-imidazole-2-carboxylic acid FC(C=1N=C(NC1)C(=O)O)(F)F